C(C)N(CC(=O)OC(C(=O)OC1C[N+]2(CCC1CC2)CCCOC2=CC=CC=C2)(C=2SC=CC2)C=2SC=CC2)CC 3-[2-(2-diethylamino-acetoxy)-2,2-di-thiophen-2-yl-acetoxy]-1-(3-phenoxy-propyl)-1-azoniabicyclo[2.2.2]octane